COC([C@@H](NC(=O)OC(C)(C)C)CCCCN)=O Boc-lysine methyl ester